5-(3,5-difluorophenyl)-3-((4-fluorobenzyl)amino)-4H-benzo[e][1,2,4]thiadiazine 1,1-dioxide FC=1C=C(C=C(C1)F)C1=CC=CC2=C1NC(=NS2(=O)=O)NCC2=CC=C(C=C2)F